C(CCC)C1(C(=O)O)CC=CC=C1.C(C1=CC=CC=C1)(=O)OCCCC 1-butyl benzoate (1-butylbenzoate)